O=C1NC(CCC1N1C(C2=CC=CC(=C2C1=O)NCC1CCC(CC1)OC1CCN(CC1)C(=O)OC(C)(C)C)=O)=O 1-Tert-butyl 4-(((1r,4r)-4-(((2-(2,6-dioxopiperidin-3-yl)-1,3-dioxoisoindolin-4-yl)amino)methyl)cyclohexyl)oxy)piperidine-1-carboxylate